1-(4-((6-morpholinopyrimidin-4-yl)amino)piperidin-1-yl)prop-2-en-1-one O1CCN(CC1)C1=CC(=NC=N1)NC1CCN(CC1)C(C=C)=O